R-1-tetrahydronaphthylamine [C@H]1(CCCC2=CC=CC=C12)N